beta-D-fructosyl alpha-D-glucopyranoside O([C@@H]1[C@H](O)[C@@H](O)[C@H](O)[C@H](O1)CO)[C@@]1(CO)[C@@H](O)[C@H](O)[C@H](O1)CO